N-((2-chloro-4-fluorophenyl)(methyl)(oxo)-λ6-sulfaneylidene)-2-(7-(5-(chlorodifluoromethyl)-1,2,4-oxadiazol-3-yl)imidazo[1,2-a]pyridin-2-yl)acetamide ClC1=C(C=CC(=C1)F)S(=NC(CC=1N=C2N(C=CC(=C2)C2=NOC(=N2)C(F)(F)Cl)C1)=O)(=O)C